CN(S(=O)(=O)C1=CC=C(C=C1)S(=O)(=O)N1CC2(CCN(CC2)CC2CCOCC2)C2=CC=CC=C12)C N,N-dimethyl-4-((1'-((tetrahydro-2H-pyran-4-yl)methyl)spiro[indoline-3,4'-piperidin]-1-yl)sulfonyl)benzenesulfonamide